N1(CCNCC1)C#N piperazine-1-carbonitrile